C(#N)C=1C=NN2C1C(=CC(=C2)OCC)C=2C=CC(=NC2)N2CCC(CC2)(CN2CCC(CC2)=O)NC(C2=C(C=CC(=C2)F)F)=O N-(1-(5-(3-cyano-6-ethoxypyrazolo[1,5-a]pyridin-4-yl)pyridin-2-yl)-4-((4-oxopiperidin-1-yl)methyl)piperidin-4-yl)-2,5-difluorobenzamide